S1C=NC=C1C(=O)N1C[C@H](CC1)OC=1C=CC=C2CCNCC12 8-(((S)-1-(thiazole-5-carbonyl)pyrrolidin-3-yl)oxy)-1,2,3,4-tetrahydroisoquinoline